n-tetracosyl hexacosyl ketone C(CCCCCCCCCCCCCCCCCCCCCCCCC)C(=O)CCCCCCCCCCCCCCCCCCCCCCCC